(Z)-3-(dimethylamino)-1-(m-tolyl)prop-2-en-1-one CN(\C=C/C(=O)C=1C=C(C=CC1)C)C